(1R,2S,5S)-3-(4-Chloro-1H-indole-2-carbonyl)-6,6-dimethyl-N-((S)-1-oxo-3-((S)-2-oxopyrrolidin-3-yl)propan-2-yl)-3-azabicyclo[3.1.0]hexane-2-carboxamide ClC1=C2C=C(NC2=CC=C1)C(=O)N1[C@@H]([C@H]2C([C@H]2C1)(C)C)C(=O)N[C@H](C=O)C[C@H]1C(NCC1)=O